OC1(CN(CC1)C(=O)OC(C)(C)C)C=1C=CC=2C(NC3=CC=CC1C23)=O tert-butyl 3-hydroxy-3-(2-oxo-1H-benzo[cd]indol-5-yl)pyrrolidine-1-carboxylate